(2s,4r)-1-((tert-butoxycarbonyl)-L-valinyl)-4-hydroxypyrrolidine-2-carboxylic acid C(C)(C)(C)OC(=O)N[C@@H](C(C)C)C(=O)N1[C@@H](C[C@H](C1)O)C(=O)O